OCC1C(=C(CCC1)C=O)CCCCC hydroxymethylpentylcyclohexene-carboxaldehyde